Cl.NCCNC1=CC=C(C=N1)C1=C(N(C=C1)S(N)(=O)=O)C(=O)O 3-[6-(2-Aminoethylamino)-3-pyridyl]-1-sulfamoyl-pyrrole-2-carboxylic acid, hydrochloride